FC=1C=C(C=C(C1OC1=C2C(=NC=C1)N(C=C2C2=C(C=CC=C2)OC)COCC[Si](C)(C)C)F)NC(=O)NCC2(COC2)C N-(3,5-difluoro-4-{[3-(2-methoxyphenyl)-1-{[2-(trimethylsilyl)ethoxy]methyl}-1H-pyrrolo[2,3-b]pyridin-4-yl]oxy}phenyl)-N'-[(3-methyloxetan-3-yl)methyl]urea